4-(10-(dibenzo[b,d]thiophen-4-yl)anthracen-9-yl)benzonitrile C1=CC=C(C=2SC3=C(C21)C=CC=C3)C3=C2C=CC=CC2=C(C2=CC=CC=C32)C3=CC=C(C#N)C=C3